C(#C)P([O-])=O ethynyl-phosphinate